COC(=O)C1(CC1)C(NC=1SC=C(C1)F)=O 1-((4-Fluorothien-2-yl)carbamoyl)cyclopropane-1-carboxylic acid methyl ester